FC(C(=O)O)(F)F.C(C1=CC=CC=C1)OC(NC1CNCC1(F)F)=O N-(4,4-difluoropyrrolidin-3-yl)carbamic acid benzyl ester 2,2,2-trifluoroacetate